C(C)NC(C[C@H](C(N[C@@H](CCCC1=CC=CC=C1)B1OC(C(O1)(C)C)(C)C)=O)NC(OC(C)(C)C)=O)=O tert-butyl ((R)-4-(ethylamino)-1,4-dioxo-1-(((R)-4-phenyl-1-(4,4,5,5-tetramethyl-1,3,2-dioxaborolan-2-yl)butyl)amino)butan-2-yl)carbamate